carbon sodium salt [Na].[C]